trans-1-iodo-4,4,4-trifluoro-1-butene I\C=C\CC(F)(F)F